hydrazine HCl salt Cl.NN